ethyl-hexyl acrylate C(C=C)(=O)OC(CCCCC)CC